OC=1C=C(C=CC1)OS(=O)(=O)C1C2C(=C(C(C1)O2)C2=CC=C(C=C2)O)C2=CC=C(C=C2)NC(CCCCC[Se]C#N)=O 3-hydroxyphenyl-5-(4-hydroxyphenyl)-6-(4-(6-selenocyano-hexanamido) phenyl)-7-oxabicyclo[2.2.1]hept-5-ene-2-sulfonate